(1S,2S,4S)-2-amino-4-((2-chloro-5-nitropyridin-4-yl)amino)cyclopentan-1-ol N[C@@H]1[C@H](C[C@H](C1)NC1=CC(=NC=C1[N+](=O)[O-])Cl)O